sodium potassium dithiocarbamate C(N)([S-])=S.[K+].[Na+].C(N)([S-])=S